10-(6-(7-carboxyheptyl)-2,3-dihexyl-cyclohexyl)decanoic acid C(=O)(O)CCCCCCCC1CCC(C(C1CCCCCCCCCC(=O)O)CCCCCC)CCCCCC